5-(2-chloro-5-(isobutyramidomethyl)benzamido)-1-methyl-N-(4-nitrobenzyl)-1H-indole-2-carboxamide ClC1=C(C(=O)NC=2C=C3C=C(N(C3=CC2)C)C(=O)NCC2=CC=C(C=C2)[N+](=O)[O-])C=C(C=C1)CNC(C(C)C)=O